C(C)(C)C1=NC(=CC(=C1NC(=O)NS(=O)(=O)C=1C=NN2C1OCCC2)C(C)C)C N-((2,4-diisopropyl-6-methylpyridin-3-yl)carbamoyl)-6,7-dihydro-5H-pyrazolo[5,1-b][1,3]oxazine-3-sulfonamide